The molecule is the benzoate anion formed by proton loss from the carboxy group of 4-isothiocyanatobenzoic acid It is a conjugate base of a 4-isothiocyanatobenzoic acid. C1=CC(=CC=C1C(=O)[O-])N=C=S